FC=1C(=C(C=CC1F)C(=O)N1CC(C1)(O)C1NCCNC1)NC1=C(C=C(C=C1)I)F 1-({3,4-difluoro-2-[(2-fluoro-4-iodophenyl)amino]phenyl}carbonyl)-3-piperazin-2-yl-azetidin-3-ol